C(C=C)(=O)N1CCC(CC1)C1=CNC=2N=CN=C(C21)NC2=C(C(=C(OC1=CC(=NC=C1)NC(=O)C1CCC1)C=C2)Cl)F N-(4-(4-((5-(1-acryloylpiperidin-4-yl)-7H-pyrrolo[2,3-d]pyrimidin-4-yl)amino)-2-chloro-3-fluorophenoxy)pyridin-2-yl)cyclobutanecarboxamide